2-[6-[(4aS,8aR)-6-(2-fluoroethyl)-3,4a,5,7,8,8a-hexahydro-2H-pyrido[4,3-b][1,4]oxazin-4-yl]pyridazin-3-yl]-5-chloro-phenol FCCN1C[C@H]2[C@H](OCCN2C2=CC=C(N=N2)C2=C(C=C(C=C2)Cl)O)CC1